N[C@@H]1CN(CCC1)C1=CC(=NC=C1C#CC1(CCOCC1)C)NC1=NC(=NC=C1)C1=C(C=C(C=C1OC)F)F (S)-N-(4-(3-aminopiperidin-1-yl)-5-((4-methyltetrahydro-2H-pyran-4-yl)ethynyl)pyridin-2-yl)-2-(2,4-difluoro-6-methoxyphenyl)pyrimidin-4-amine